CC1=C(C=CC(=C1)C)C1=NC(=NC(=N1)C1=C(C=C(C=C1)C)C)C1=C(C=C(OCCCCCNC(C2=C(C=CC=C2)C(C2=C(C=C(C=C2)N(CC)CC)O)=O)=O)C=C1)O N-[5-[4-[4,6-bis(2,4-dimethylphenyl)-1,3,5-triazin-2-yl]-3-hydroxy-phenoxy]pentyl]-2-[4-(diethylamino)-2-hydroxy-benzoyl]benzamide